N[C@@H]1C2=CC=CC=C2CC12CCN(CC2)C2=C(C(N(C(=N2)C)C2=C(C(=CC=C2)F)Cl)=O)C 6-[(1S)-1-amino-1,3-dihydrospiro[indene-2,4'-piperidin]-1'-yl]-3-(2-chloro-3-fluorophenyl)-2,5-dimethyl-3,4-dihydropyrimidin-4-one